2,4-dimethyl-1,4-dihydropyrimido[5,4-e][1,2,4]triazine CN1NC2=C(N(C1)C)C=NC=N2